F[C@@H]1CN(C[C@@H](C1)NC=1C=NN(C1)C)C(=O)OC(C)(C)C Tert-butyl (3S,5R)-3-fluoro-5-[(1-methyl-1H-pyrazol-4-yl)amino]piperidine-1-carboxylate